N1(N=CC=C1)C=1C=NC2=CC=C(C=C2N1)C(=O)C=1C(=C(C=CC1)NC(=O)NC1=CC(=C(C=C1)F)Cl)F 1-(3-(3-(1H-pyrazol-1-yl)quinoxaline-6-carbonyl)-2-fluorophenyl)-3-(3-chloro-4-fluorophenyl)urea